methyl 3-(1H-indol-5-yl)-3-oxopropanoate N1C=CC2=CC(=CC=C12)C(CC(=O)OC)=O